N-isopropyl-piperidinium C(C)(C)[NH+]1CCCCC1